C1(CC1)C=1N=NN(C1)[C@H](C(=O)N1[C@@H](C[C@H](C1)O)C(=O)N[C@@H]1[C@H]2C[C@@]([C@@H](C1)C2)(C(F)(F)F)OC)C(C)(C)C (2S,4R)-1-[(2S)-2-(4-cyclopropyltriazol-1-yl)-3,3-dimethyl-butanoyl]-4-hydroxy-N-[(1R,2S,4R,5R)-5-methoxy-5-(trifluoromethyl)norbornan-2-yl]pyrrolidine-2-carboxamide